2-((2r,3r)-3-aminotetrahydro-2H-pyran-2-yl)-3,5-dichloro-N-(2-fluorobenzyl)thieno[3,2-b]pyridin-7-amine hydrochloride Cl.N[C@H]1[C@@H](OCCC1)C1=C(C2=NC(=CC(=C2S1)NCC1=C(C=CC=C1)F)Cl)Cl